N-[3-(4-amino-7-methyl-7H-pyrrolo[2,3-d]pyrimidin-5-yl)-2-fluoro-phenyl]-2,5-dichloro-benzenesulfonamide NC=1C2=C(N=CN1)N(C=C2C=2C(=C(C=CC2)NS(=O)(=O)C2=C(C=CC(=C2)Cl)Cl)F)C